4-chloro-2-(methylamino)nicotinaldehyde ClC1=CC=NC(=C1C=O)NC